C(=O)C1CC2(CC2)CCN1C(=O)OC(C)(C)C tert-Butyl 5-formyl-6-azaspiro[2.5]octane-6-carboxylate